CC1(CCC(CC1)C1=CC=C(C=C1)NC1=CC2=C(N(C(N2C)=O)C)C=C1)C 5-((4-(4,4-dimethylcyclohexyl)phenyl)amino)-1,3-dimethyl-1,3-dihydro-2H-benzo[d]imidazol-2-one